2,6-dimethylenetetrahydro-1H-pyrrolizine C=C1CC2CC(CN2C1)=C